COC1=NC=2N(C=C1C(F)(F)F)C(=NN2)[C@@H]2C[C@@H](CCC2)NC2=NC=C(C(=N2)OC2COC2)C(F)(F)F N-[(1R,3S)-3-[7-methoxy-6-(trifluoromethyl)-[1,2,4]triazolo[4,3-a]pyrimidin-3-yl]cyclohexyl]-4-(oxetan-3-yloxy)-5-(trifluoromethyl)pyrimidin-2-amine